CN1N=NC(=C1NC(OC(C)C=1C(=NOC1)C)=O)C1=NC(=C(C=C1)NS(=O)(=O)C)C 1-(3-methylisoxazol-4-yl)ethyl (1-methyl-4-(6-methyl-5-(methylsulfonamido) pyridin-2-yl)-1H-1,2,3-triazol-5-yl)carbamate